ClC=1C=CC(=C(C1)N1CC(N(CC1=O)C(C(=O)OC(C)(C)C)CC1OCCCC1)=O)N1N=NC(=C1)Cl tert-butyl 2-(4-(5-chloro-2-(4-chloro-1H-1,2,3-triazol-1-yl)phenyl)-2,5-dioxopiperazin-1-yl)-3-(tetrahydro-2H-pyran-2-yl)propanoate